(1R,5S)-8-((2-Methyl-6-(trifluoromethyl)pyridin-3-yl)sulfonyl)-N-((3-methyloxetan-3-yl)methyl)-8-azabicyclo[3.2.1]octan-3-amine CC1=NC(=CC=C1S(=O)(=O)N1[C@H]2CC(C[C@@H]1CC2)NCC2(COC2)C)C(F)(F)F